COC1=CC=C(C=C1)[C@@H](C)C(C(=O)N)OC ((R)-(+)-1-(4-methoxyphenyl)ethyl)-2-methoxyacetamide